[Cl-].C(=C)C1=CC=C(C[NH+](C)C)C=C1 p-Vinyl-Benzyl-Dimethyl-Ammonium Chloride